O-allyl-serine C(C=C)OC[C@H](N)C(=O)O